FC1=CC(=C(C=C1)C=1C=C2C(=NC1)NC(N2CC2=CC(=CC=C2)OC)=O)OC 6-(4-fluoro-2-methoxy-phenyl)-1-[(3-methoxyphenyl)methyl]-3H-imidazo[4,5-b]pyridin-2-one